OC(CNC(=O)C1=C(C(=C(C(=C1I)N(C)C(CO)=O)I)C(=O)NCC(CO)O)I)CO N,N'-bis(2,3-dihydroxypropyl)-5-[(hydroxyacetyl)-methylamino]-2,4,6-triiodo-1,3-benzenedicarboxamide